N-((5-phenoxypyridin-2-yl)methyl)-5,6,7,8-tetrahydroquinolin-8-amine O(C1=CC=CC=C1)C=1C=CC(=NC1)CNC1CCCC=2C=CC=NC12